2-(5-hydroxy-3-(naphthalen-1-yl)-4-(4-sulfamoylbenzyl)-1H-pyrazol-1-yl)thiazole-4-carboxylic acid OC1=C(C(=NN1C=1SC=C(N1)C(=O)O)C1=CC=CC2=CC=CC=C12)CC1=CC=C(C=C1)S(N)(=O)=O